NC[C@H]1N(CCC1)C1=C(C(N(N=C1)CC1=NC(=NO1)CCC1=CC=C(C=C1)Cl)=O)Cl 5-[(2S)-2-(amino-methyl)pyrrolidin-1-yl]-4-chloro-2-({3-[2-(4-chlorophenyl)ethyl]-1,2,4-oxadiazol-5-yl}methyl)-2,3-dihydropyridazin-3-one